NC1=C(C(=C(C=N1)C1=CC=C(C#N)C=C1)CC)C1=CC=C(C=C1)O 4-[6-amino-4-ethyl-5-(4-hydroxyphenyl)-3-pyridinyl]benzonitrile